CN1CCN(CC1)CCCC=CC=CC=CCCC=CCC 1-(4-methylpiperazin-1-yl)pentadeca-4,6,8,12-tetraene